C(C)(C)(C)C1=CC=C(C=C1)C1=C2C(=NNC2=CC=C1)NC(C(=O)OC)=O methyl 2-((4-(4-(tert-butyl) phenyl)-1H-indazol-3-yl) amino)-2-oxoacetate